NC1=NNC(C2=C1N(C=C2[C@H]2CN(CC2)C(\C=C\[C@@H]2NCC2)=O)C2=CC=C(C=C2)OC2=CC=CC=C2)=O 7-amino-3-((S)-1-((E)-3-((R)-azetidin-2-yl)acryloyl)pyrrolidin-3-yl)-1-(4-phenoxyphenyl)-1,5-dihydro-4H-pyrrolo[2,3-d]pyridazin-4-one